4-((4-(1-(2,6-Dioxopiperidin-3-yl)-3-methyl-2-oxo-2,3-dihydro-1H-benzo[d]imidazol-5-yl)piperidin-1-yl)methyl)-[1,4'-bipiperidine]-1'-carboxylic acid tert-butyl ester C(C)(C)(C)OC(=O)N1CCC(CC1)N1CCC(CC1)CN1CCC(CC1)C1=CC2=C(N(C(N2C)=O)C2C(NC(CC2)=O)=O)C=C1